C1(CC1)C1CN(CCN1)C1=CC=C(N=N1)C1=CC=C(C=2N=CSC21)C=2C=NN(C2)C2OCCCC2 7-[6-(3-cyclopropylpiperazin-1-yl)pyridazin-3-yl]-4-(1-tetrahydropyran-2-ylpyrazol-4-yl)-1,3-benzothiazole